1-tert-butyl 2-methyl (2S,3R)-3-hydroxypyrrolidine-1,2-dicarboxylate O[C@H]1[C@H](N(CC1)C(=O)OC(C)(C)C)C(=O)OC